COC=1C=C(C=CC1OC)C1=C(C=C(C=C1)NC(=O)N1CCC(CC1)(C)C)C=1N=NNN1 N-(3',4'-dimethoxy-2-(2H-tetrazol-5-yl)-[1,1'-biphenyl]-4-yl)-4,4-dimethylpiperidine-1-carboxamide